exo-N-[(2,4-difluorophenyl)methyl]-5-fluoro-1a,6b-dihydro-1H-cyclopropa[b][1]benzofuran-1-carboxamide FC1=C(C=CC(=C1)F)CNC(=O)C1C2OC3=C(C21)C=C(C=C3)F